ClC1=CN=CC(=N1)NC(C)C=1C=C(C=CC1)NC(C1=CN=CC(=C1)C)=O N-(3-(1-((6-chloropyrazin-2-yl)amino)ethyl)phenyl)-5-methylnicotinamide